C12OCC(CC1)(CC2)CO[C@@H]([C@@H](C(C)(C)O)C2N(CC21CN(CC1C(=O)N)C(=O)C1=CN=CS1)C=1OC=CN1)C ((3S,4R)-4-((2-oxabicyclo[2.2.2]octan-4-yl)methoxy)-2-hydroxy-2-methylpentan-3-yl)-2-(oxazol-2-yl)-6-(thiazole-5-carbonyl)-2,6-diazaspiro[3.4]octane-8-carboxamide